(1S)-1-(5-chloro-2-pyrimidin-2-yl-1,2,4-triazol-3-yl)ethanamine-hydrochloride Cl.ClC=1N=C(N(N1)C1=NC=CC=N1)[C@H](C)N